2,5,8,11,14-pentaoxahexadecan-16-oic acid COCCOCCOCCOCCOCC(=O)O